CC(C(C#C)=O)(C)NC(OC(C)(C)C)=O tert-Butyl N-(1,1-dimethyl-2-oxo-but-3-ynyl)carbamate